C1(=CC=CC=C1)OC(=O)C1CCCCCCCC=CC1 phenylcycloundecane-8-ene-6-carboxylate